ClC=1C=C2C(=CN(C(C2=CN1)=O)COCC[Si](C)(C)C)C1=CC=CC=C1 6-chloro-4-phenyl-2-((2-(trimethylsilyl)ethoxy)methyl)-2,7-naphthyridin-1(2H)-one